FC1=C(C=CC=C1OC)C1(CC1)NCC(=O)N1CC2CCC(C1)N2C2=NC=C(C#N)C=C2 6-(3-((1-(2-fluoro-3-methoxyphenyl)cyclopropyl)glycyl)-3,8-diazabicyclo[3.2.1]octan-8-yl)nicotinonitrile